SC=1SC2=C(N1)C=C(C=C2)C(=O)OC Methyl 2-sulfanyl-1,3-benzothiazole-5-carboxylate